C(C)C(C(=O)OCCCCCCCC)CCCC octyl 2-ethylhexanoate